4-(1'-(4,4,5,5-tetramethyl-1,3,2-dioxaborolan-2-yl)spiro[cyclohexane-1,9'-fluoren]-5'-yl)pyridine CC1(OB(OC1(C)C)C1=CC=CC=2C3=C(C=CC=C3C3(C12)CCCCC3)C3=CC=NC=C3)C